N-(6-amino-5-cyclopropylpyridin-3-yl)-2-((2S,5R)-2-(4-fluorophenyl)-5-methyl-4-pivaloylpiperazin-1-yl)-2-oxoacetamide NC1=C(C=C(C=N1)NC(C(=O)N1[C@H](CN([C@@H](C1)C)C(C(C)(C)C)=O)C1=CC=C(C=C1)F)=O)C1CC1